FC1=CC=C2C(=NN=C(C2=C1)N[C@H]1CN(CCC1)C(=O)OC(C)(C)C)C1=C(C=C(C=C1)C)OC tert-butyl (R)-3-((7-fluoro-4-(2-methoxy-4-methylphenyl)phthalazin-1-yl)amino)piperidine-1-carboxylate